3-(1-(Cyclopropylmethyl)-4-oxocyclohexyl)propanenitrile C1(CC1)CC1(CCC(CC1)=O)CCC#N